C(C)OC(C(C1CC(CC1)=O)(F)F)=O 2,2-difluoro-2-(3-oxo-cyclopentyl)acetic acid ethyl ester